(1R,6S)-2,2-difluoro-6-[(2R)-2-methyl-4-(propan-2-yl)piperazin-1-yl]cyclohexan-1-amine FC1([C@@H]([C@H](CCC1)N1[C@@H](CN(CC1)C(C)C)C)N)F